CC=1N(C(=NN1)SCC(=O)NC1=C(C2=C(S1)CCC2)C(=O)OC)C2=CC=CC=C2 methyl 2-{2-[(5-methyl-4-phenyl-4H-1,2,4-triazol-3-yl)sulfanyl]acetamido}-4H,5H,6H-cyclopenta[b]thiophene-3-carboxylate